C(C1=CC=CC=C1)OCC(COCCCCCC(=O)OC(CCCCCCCC)CCCCCCCC)OCCCCCC(=O)OC(CCCCCCCC)CCCCCCCC 1-octylnonyl 6-[3-benzyloxy-2-[6-(1-octylnonoxy)-6-oxo-hexoxy]propoxy]hexanoate